1,3-di(furan-2-yl)propan-1-one O1C(=CC=C1)C(CCC=1OC=CC1)=O